CSC=1N(C(C(=CN1)NC(C1=CC=C(C=C1)C1=CC=CC=C1)=O)=O)CC(=O)OCC ethyl 2-[2-methylsulfanyl-6-oxo-5-[(4-phenylbenzoyl)amino]pyrimidin-1-yl]acetate